Hept-3-ene CCC=CCCC